3-(5-Methyl-1,3-thiazol-2-yl)-5-(prop-2-yn-1-yloxy)-N-[(1R)-1-[6-(trifluoromethyl)-pyridazin-3-yl]ethyl]benzamide CC1=CN=C(S1)C=1C=C(C(=O)N[C@H](C)C=2N=NC(=CC2)C(F)(F)F)C=C(C1)OCC#C